3,11-dimethoxy-5,6,8,9-tetrahydrodibenzo[c,h]acridine COC=1C=CC2=C(CCC=3C=C4CCC5=C(C4=NC23)C=CC(=C5)OC)C1